C(CCCCCCCCC)(=O)[O-].[Na+].N[C@@H](C(C)C)C(=O)O valine sodium decanoate